4-(7-(8-ethyl-7-fluoro-3-hydroxynaphthalen-1-yl)-2-(((2R,7aS)-2-fluorohexahydro-1H-pyrrolizin-7a-yl)methoxy)-5,6,7,8-tetrahydropyrido[3,4-d]pyrimidin-4-yl)-6-methyl-1,4-oxazepan-6-ol C(C)C=1C(=CC=C2C=C(C=C(C12)N1CC=2N=C(N=C(C2CC1)N1CCOCC(C1)(O)C)OC[C@]12CCCN2C[C@@H](C1)F)O)F